C(C)(C)(C)OC(=O)N1CC=2C(C[C@H]1C)=NNC2C(=O)O (R)-5-(tert-Butoxycarbonyl)-6-methyl-4,5,6,7-tetrahydro-2H-pyrazolo[4,3-c]pyridine-3-carboxylic acid